C(CCC)P(CCCC)(CCCC)CCCC tetra-butyl-phosphine